(R)-8-(2,6-dioxopiperidin-3-yl)-2,3,4,5-tetrahydro-7H-[1,4]oxazepino[6,7-f]isoindole-7,9(8H)-dione O=C1NC(CC[C@H]1N1C(C2=CC3=C(C=C2C1=O)CNCCO3)=O)=O